4-[(benzyloxy)methyl]-6-[3,5-dichloro-4-[(5-isopropyl-6-methoxypyridazin-3-yl)oxy]phenyl]-2H-1,2,4-triazine-3,5-dione C(C1=CC=CC=C1)OCN1C(NN=C(C1=O)C1=CC(=C(C(=C1)Cl)OC=1N=NC(=C(C1)C(C)C)OC)Cl)=O